hexadecane-2,3-diol CC(C(CCCCCCCCCCCCC)O)O